2-(dimethylamino)-N-(4-(ethylsulfonyl)benzyl)-1H-benzo[d]Imidazole-5-carboxamide CN(C1=NC2=C(N1)C=CC(=C2)C(=O)NCC2=CC=C(C=C2)S(=O)(=O)CC)C